2-[1-[2-[(2S,6R)-2,6-dimethylmorpholin-4-yl]-7-methyl-4-oxo-pyrido[1,2-a]pyrimidin-9-yl]ethylamino]benzenesulfonamide C[C@H]1CN(C[C@H](O1)C)C=1N=C2N(C(C1)=O)C=C(C=C2C(C)NC2=C(C=CC=C2)S(=O)(=O)N)C